N2,N9-bis(pivaloyloxy)-1,10-phenanthroline-2,9-dicarboxamide C(C(C)(C)C)(=O)ONC(=O)C1=NC2=C3N=C(C=CC3=CC=C2C=C1)C(=O)NOC(C(C)(C)C)=O